FC1=C(CN2C(C3=NC=CC=C3C2=O)([2H])[2H])C(=CC(=C1)C=1C2=CN(N=C2C=CC1)C([2H])([2H])[2H])OC 6-(2-fluoro-6-methoxy-4-(2-(methyl-d3)-2H-indazol-4-yl)benzyl)-6,7-dihydro-5H-pyrrolo[3,4-b]pyridin-5-one-7,7-d2